(2S)-4-(5-(2,6-dioxopiperidin-3-yl)pyridin-2-yl)-2-methylpiperazine-1-carboxylic acid tert-butyl ester C(C)(C)(C)OC(=O)N1[C@H](CN(CC1)C1=NC=C(C=C1)C1C(NC(CC1)=O)=O)C